C1(=CC=CC=2C3=CC=CC=C3CC12)COC(=O)N[C@H](C(=O)NC1=C2C=CN(C2=CC=C1)C(=O)OC(C)(C)C)CC1=CC=C(C=C1)N1C(CN(CC1)CCCOC)=O (S)-4-(2-fluorenylmethoxycarbonylamino-3-(4-(4-(3-methoxypropyl)-2-oxopiperazin-1-yl)phenyl)propionamido)-1-tert-butoxycarbonyl-indole